N[C@H]1CN(CC1)C1=NC(=NC2=C1OCC1C(N2)CCC1)N 4-[(3R)-3-aminopyrrolidin-1-yl]-6a,7,8,9,9a,10-hexahydro-6H-cyclopenta[e]pyrimido[5,4-b][1,4]oxazepin-2-amine